ClC=1C(=NC(=NC1)N[C@H]1[C@@H](COCC1)O)C1=CC(=C2OCCN3[C@@H](COC1=C32)C)F (3S,4R)-4-((5-chloro-4-((R)-7-fluoro-3-methyl-2,3,4,5-tetrahydro-1,6-dioxa-3a-azaphenalen-9-yl)pyrimidin-2-yl)amino)tetrahydro-2H-pyran-3-ol